(diphenylpyrimidinyl)(methyltriphenylenyl)biphenyl C1(=CC=CC=C1)C1=CC(=NC(=N1)C=1C(=C(C=CC1)C1=CC=CC=C1)C1=C(C=CC=2C3=CC=CC=C3C3=CC=CC=C3C12)C)C1=CC=CC=C1